FC=1C(=NC=CC1C)C1C(C1)C(=O)N 2-(3-fluoro-4-methylpyridin-2-yl)cyclopropane-1-carboxamide